[SeH]N[C@@H](CCSC)C(=O)O seleniomethionine